6-chloro-N-{3-[2-(4-chloro-3-fluorophenoxy)acetamido]bicyclo[1.1.1]pentan-1-yl}-7-methyl-4-oxo-4H-1-benzopyran-2-carboxamide ClC=1C(=CC2=C(C(C=C(O2)C(=O)NC23CC(C2)(C3)NC(COC3=CC(=C(C=C3)Cl)F)=O)=O)C1)C